FC(CNC(C(CN1C(C=C(C=C1)C#CC1=CC=C(C=C1)C(CO)O)=O)C=1N=CNC(C1O)=O)=O)F N-(2,2-difluoroethyl)-3-(4-((4-(1,2-dihydroxyethyl)phenyl)ethynyl)-2-oxopyridin-1(2H)-yl)-2-(5-hydroxy-6-oxo-1,6-dihydropyrimidin-4-yl)propanamide